COC1=CC=C(CC=2NC(C3=C(N2)SC2=C3CCC2)=O)C=C1 2-(4-Methoxybenzyl)-3,5,6,7-tetrahydro-4H-cyclopenta[4,5]thieno[2,3-d]pyrimidin-4-one